C(C)O[Si](CCCSC=1NCCN1)(OCC)OCC 4,5-dihydro-2-[[3-(triethoxysilyl)propyl]thio]-1H-imidazole